ClC=1C=C2C=NC(=NC2=CC1)N[C@H]1CN(CCC1)C(=O)C1=CC=C(C=C1)NC(CC)=O (R)-N-(4-(3-((6-chloroquinazolin-2-yl)amino)piperidine-1-carbonyl)phenyl)propionamide